C(C(=O)C)N(C12CCC(CC1)(CC2)NC(OC(C)(C)C)=O)C=O tert-butyl N-[4-[acetonyl(formyl)amino]-1-bicyclo[2.2.2]octanyl]carbamate